BrC=1SC=CN1 2-bromothiazol